BrC1=CC=C(OC2=CC(=C(C=C2C2=CN(C=3C(NC=CC32)=O)C)N3C(CCC3=O)=O)C)C=C1 (4-(4-bromophenoxy)-2-methyl-5-(1-methyl-7-oxo-6,7-dihydro-1H-pyrrolo[2,3-c]pyridin-3-yl)phenyl)pyrrolidine-2,5-dione